C(C)C=1C(=C(C(=CC1)CN=C=O)CN=C=O)CC diethylxylylene diisocyanate